C[N+]1(C2CCCC1CC2)CC#C 8-methyl-8-(prop-2-yn-1-yl)-8-azabicyclo[3.2.1]octan-8-ium